N-ethylpiperidine hypophosphate P(=O)(O)(O)P(=O)(O)O.C(C)N1CCCCC1